BrCC(OCC)OCC 2-bromo-1,1-diethoxy-ethane